CC(=O)NCC(OC)OC N-(2,2-dimethoxyethyl)acetamide